N1=CC=C(C=C1)[C@H]1CN(CC1)C(=O)OC(C)(C)C |r| tert-butyl (S and R)-3-(pyridin-4-yl)pyrrolidine-1-carboxylate